3-benzyl-1-(trans-4-((5-cyanopyridin-2-yl)amino)cyclohexyl)-1-(4-((1-methyl-1H-pyrazol-3-yl)amino)phenyl)urea C(C1=CC=CC=C1)NC(N(C1=CC=C(C=C1)NC1=NN(C=C1)C)[C@@H]1CC[C@H](CC1)NC1=NC=C(C=C1)C#N)=O